P(=O)(O)(O)[O-].[Zn+2].P(=O)(O)(O)[O-] zinc bishydrogen phosphate